COC1=NN(C=C1C1=CC=2C(=NC=C3C2N(C(N3C)=O)C3CCC(CC3)(C)NC(OC(C)(C)C)=O)N1S(=O)(=O)C1=CC=CC=C1)C tert-butyl ((1s,4s)-4-(7-(3-methoxy-1-methyl-1H-pyrazol-4-yl)-3-methyl-2-oxo-6-(phenylsulfonyl)-3,6-dihydroimidazo[4,5-d]pyrrolo[2,3-b]pyridin-1(2H)-yl)-1-methylcyclohexyl)carbamate